Cl.O1COC2=C1C=CC(=C2)C[C@H](C)NC (S)-1-(benzo[d][1,3]dioxol-5-yl)-N-methylpropan-2-amine hydrochloride